4-[(4-isocyanatocyclohexyl)methyl]cyclohexan N(=C=O)C1CCC(CC1)CC1CCCCC1